(1-(6-(Aminomethyl)pyridin-2-yl)azetidin-3-yl)(methyl)carbamic acid tert-butyl ester C(C)(C)(C)OC(N(C)C1CN(C1)C1=NC(=CC=C1)CN)=O